OC=1C=C([C@H]2OC3=CC(=CC(=C3C(C2)=O)O)O)C=CC1 (2S)-3',5,7-trihydroxyflavanone